bromine [4-chloro-3-[(4-ethoxyphenyl)methyl]phenyl]magnesium ClC1=C(C=C(C=C1)[Mg])CC1=CC=C(C=C1)OCC.[Br]